2-Methyl-3-furanthiol CC=1OC=CC1S